ONC(=O)C1=CC2=C(OCC(N2CC2=CC(=CC=C2)OC(F)(F)F)=O)C=C1 N-hydroxy-3-oxo-4-(3-(trifluoro-methoxy)benzyl)-3,4-dihydro-2H-benzo[b][1,4]oxazine-6-carboxamide